FC=1C=C2C(=CNC2=CC1)CCN(CC=C)C N-(2-(5-fluoro-1H-indol-3-yl)ethyl)-N-methylprop-2-en-1-amine